C1=CC=C(C=C1)C(=C(C(=O)C2=CC=CC=C2)O)O DIHYDROXYCHALCONE